C1(CCC1)N1C(C2=C3C(C=CC3=C3C(C=C2)=CC=NN3)=N1)=O 4-cyclobutyl-4,11-dihydro-5H-3,4,10,11-tetraazadibenzo[cd,h]azulen-5-one